FC=1C(NC(NC1)=O)=O 5-fluoropyrimidin-2,4(1H,3H)-dione